Diethyl 3,3'-(butane-1,4-diylbis(5-carbamoyl-1H-benzo[d]imidazole-1,2-diyl))bis(4-chlorobenzo[b]thiophene-2-carboxylate) C(CCCN1C(=NC2=C1C=CC(=C2)C(N)=O)C=2C1=C(SC2C(=O)OCC)C=CC=C1Cl)N1C(=NC2=C1C=CC(=C2)C(N)=O)C=2C1=C(SC2C(=O)OCC)C=CC=C1Cl